C(#N)N1C[C@@H](C[C@H]1CF)NC(=O)C=1OC(=NN1)C1=CC(=CC=C1)C#N N-((3R,5S)-1-Cyano-5-(fluoromethyl)pyrrolidin-3-yl)-5-(3-Cyanophenyl)-1,3,4-oxadiazol-2-carboxamid